FC1=CC(=C(OC2=C(C=C(C=C2)C(C)(C)O)C2N(C=CC(=C2I)OC)C)C(=C1)C)C (2-(4-fluoro-2,6-dimethylphenoxy)-5-(2-hydroxy-prop-2-yl)phenyl)-3-iodo-4-methoxy-1-methylpyridine